NC=1C2=C(N=CN1)N(C(=C2C=2C=NC1=CC=CC=C1C2)C#C)C21CCC(CC2)(C1)NC(=O)C1=CC=NN1C1CC1 N-(4-(4-Amino-6-ethynyl-5-(quinolin-3-yl)-7H-pyrrolo[2,3-d]pyrimidin-7-yl)bicyclo-[2.2.1]heptan-1-yl)-1-cyclopropyl-1H-pyrazole-5-carboxamide